(3R)-4-amino-N-((2S)-2-cyanopropyl)-3-methyl-N-((5-(trifluoromethyl)-2-pyridinyl)methyl)-1,3-dihydrofuro[3,4-c]quinoline-8-carboxamide NC1=NC=2C=CC(=CC2C2=C1[C@H](OC2)C)C(=O)N(CC2=NC=C(C=C2)C(F)(F)F)C[C@H](C)C#N